nonyl 5-[4-aminobutyl-(5-nonoxy-5-oxo-pentyl)amino]pentanoate NCCCCN(CCCCC(=O)OCCCCCCCCC)CCCCC(=O)OCCCCCCCCC